2-[3-[(2-ethylhexyl)oxy]-2-(sulphooxy)propyl]-3,4-dihydroisoquinolinium C(C)C(COCC(C[N+]1=CC2=CC=CC=C2CC1)OS(=O)(=O)O)CCCC